3-benzyl-1-(trans-4-((4-(1-benzyl-1H-pyrazol-4-yl)-5-cyanopyrimidin-2-yl)amino)cyclohexyl)-1-(5-(1-methyl-1H-pyrazol-4-yl)pyridin-2-yl)urea C(C1=CC=CC=C1)NC(N(C1=NC=C(C=C1)C=1C=NN(C1)C)[C@@H]1CC[C@H](CC1)NC1=NC=C(C(=N1)C=1C=NN(C1)CC1=CC=CC=C1)C#N)=O